bis(4-methylphenyl)carbon CC1=CC=C(C=C1)[C]C1=CC=C(C=C1)C